NC=1N=C(SC1C(=O)C1=CC(=NO1)C(=O)NC(COC)C)N(C1=CC=C(C=C1)F)C(C(=O)N)C 5-[4-amino-2-(N-(2-amino-1-methyl-2-oxo-ethyl)-4-fluoro-anilino)thiazole-5-carbonyl]-N-(2-methoxy-1-methyl-ethyl)isoxazole-3-carboxamide